1-(4-fluorophenyl)-1-(4-iodo-3-methyl-1H-pyrazol-1-yl)propan-2-one FC1=CC=C(C=C1)C(C(C)=O)N1N=C(C(=C1)I)C